1-(2-(benzylamino)-2-oxoethyl)-1-(2-((2-(dimethylcarbamoyl)-4-methylthiophen-3-yl)amino)-2-oxoethyl)azepan-1-ium C(C1=CC=CC=C1)NC(C[N+]1(CCCCCC1)CC(=O)NC1=C(SC=C1C)C(N(C)C)=O)=O